NC([C@@](CO[Si](C)(C)C(C)(C)C)(C)NC(=O)C1=C(OC2=C1C=C(C=C2)CC2CC1CC1C2)C)=O N-((S)-1-amino-3-((tert-butyldimethylsilyl)oxy)-2-methyl-1-oxopropan-2-yl)-5-(bicyclo[3.1.0]hexan-3-ylmethyl)-2-methylbenzofuran-3-carboxamide